4-((6-methoxy-2-(2-methoxyimidazo[2,1-b][1,3,4]thiadiazol-6-yl)pyrazolo[1,5-a]pyridin-4-yl)oxy)-N-methylbutanamide COC=1C=C(C=2N(C1)N=C(C2)C=2N=C1SC(=NN1C2)OC)OCCCC(=O)NC